C(CCCCC)C(C(=O)OCCN(CCN1CCN(CC1)CCN(CCOC(C(CCCCCCCC)CCCCCC)=O)CCOC(C(CCCCCCCC)CCCCCC)=O)CCOC(C(CCCCCCCC)CCCCCC)=O)CCCCCCCC ((piperazine-1,4-diylbis(ethane-2,1-diyl))bis(azanetriyl))tetrakis(ethane-2,1-diyl) tetrakis(2-hexyldecanoate)